5,6-dimethoxy-2-(pyridin-4-yl)methyleneindan-1-one COC=1C=C2CC(C(C2=CC1OC)=O)=CC1=CC=NC=C1